2-(Cyclohex-2-en-1-yl)-6-methyl-1,3,6,2-dioxazaborocane-4,8-dione C1(C=CCCC1)B1OC(CN(CC(O1)=O)C)=O